O=C1NC(CC[C@H]1OC1=CC=C(C=C1)C1CCN(CC1)CC(=O)O)=O 2-[4-[4-[[(3R)-2,6-dioxo-3-piperidyl]oxy]phenyl]-1-piperidyl]acetic acid